(2s,3S)-2,3-dibenzoyl-oxybutanedioic acid C(C1=CC=CC=C1)(=O)O[C@H](C(=O)O)[C@@H](C(=O)O)OC(C1=CC=CC=C1)=O